methyl 2-amino-3-iodo-5-(trifluoromethyl)-4-(5-(trifluoromethyl)thiazol-2-yl)benzoate NC1=C(C(=O)OC)C=C(C(=C1I)C=1SC(=CN1)C(F)(F)F)C(F)(F)F